(R)-1-amino-2-methyl-1-(4-(((S)-2-methylpentyl-1,1-d2)oxy)phenyl)propan-2-ol N[C@@H](C(C)(O)C)C1=CC=C(C=C1)OC([C@H](CCC)C)([2H])[2H]